5-(4-methoxy-3-nitrophenyl)-5,6-dihydropyrido[2,3-d]pyrimidine-4,7(3H,8H)-dione COC1=C(C=C(C=C1)C1CC(NC=2N=CNC(C21)=O)=O)[N+](=O)[O-]